C1N(CCC2=CC=CC=C12)[C@@H]1[C@H](CN(CC1)C(=O)C1=CC=NC=C1)O 4-((3S,4S)-4-(3,4-dihydroisoquinolin-2(1H)-yl)-3-hydroxypiperidine-1-carbonyl)pyridin